C(C1=CC=CC=C1)C1CC(C1)N[C@H](C)C1=CC(=C(C(=C1)OCC)C)OCC 3-Benzyl-N-[(1R)-1-(3,5-diethoxy-4-methylphenyl)ethyl]cyclobutan-1-amine